(rac)-((1s,3s)-3-hydroxy-3-methylcyclobutyl)(6-(2-methylbenzyl)-2-azaspiro[3.4]oct-2-yl)methanone OC1(CC(C1)C(=O)N1CC2(C1)C[C@H](CC2)CC2=C(C=CC=C2)C)C |r|